CC(C(=O)NC=1C=NC=NC1)C 2-methyl-N-(pyrimidin-5-yl)propanamide